COC=1C=C(C=CC1C)NC(=O)C1CCC(CC1)N1C(NC2=CC(=CC(=C2C1)C)CNS(=O)(=O)C)=O (1s,4s)-N-(3-Methoxy-4-methylphenyl)-4-(5-methyl-7-(methylsulfonamidomethyl)-2-oxo-1,2-dihydroquinazolin-3(4H)-yl)cyclohexanecarboxamide